3-[1-(3-chloro-2,2-dimethylpropionyl)-4,5-dihydro-1H-pyrazol-5-yl]-5-fluorobenzonitrile ClCC(C(=O)N1N=CCC1C=1C=C(C#N)C=C(C1)F)(C)C